(S)-N-(3-(5-(3-aminoprop-1-yn-1-yl)furan-2-yl)prop-2-yn-1-yl)-2-(4-(4-chlorophenyl)-2,3,9-trimethyl-6H-thieno[3,2-f][1,2,4]triazolo[4,3-a][1,4]diazepin-6-yl)acetamide hydrochloride Cl.NCC#CC1=CC=C(O1)C#CCNC(C[C@H]1C=2N(C3=C(C(=N1)C1=CC=C(C=C1)Cl)C(=C(S3)C)C)C(=NN2)C)=O